CC=1C=C(C=NC1)CC (5-methylpyridin-3-yl)ethane